CC(CCNCC1=C(N=C(S1)N)C1=CC=C(C=C1)OC(F)(F)F)(N)C dimethyl-N'-(2-amino-4-(4-trifluoromethoxyphenyl)thiazol-5-yl-methyl)-1,3-propanediamine